C(#N)C1=CC=C(CNC(=O)C=2C(N(C3=C(C=CC=C3C2)OCC2(CC2)S(=O)(=O)C2CC2)C)=O)C=C1 N-(4-cyanobenzyl)-8-((1-(cyclopropyl-sulfonyl)cyclopropyl)methoxy)-1-methyl-2-oxo-1,2-dihydroquinoline-3-carboxamide